CC1CN(CC(N1)C)CC1=CC=2C(C3=CC=C(C=C3NC2C=C1)OC)(C)C 2-((3,5-dimethylpiperazin-1-yl)methyl)-6-methoxy-9,9-dimethyl-9,10-dihydroacridine